C1(CC1)C1=NN(C=C1C1=NC2=CC=CC=C2N=C1)[C@@H]1C[C@H](C1)CO (trans-3-(3-cyclopropyl-4-(quinoxalin-2-yl)-1H-pyrazol-1-yl)cyclobutyl)methanol